(8-fluoro-2-{[(2R,7aS)-2-fluorotetrahydro-1H-pyrrolizin-7a(5H)-yl]methoxy}-4-[1-(oxan-4-yl)-1H-pyrazol-4-yl]pyrido[4,3-d]pyrimidin-7-yl)naphthalen-2-ol FC1=C(N=CC2=C1N=C(N=C2C=2C=NN(C2)C2CCOCC2)OC[C@]21CCCN1C[C@@H](C2)F)C2=C(C=CC1=CC=CC=C21)O